ClC1=C(NC2=CC=3C(C4=CC(=CC=C4C3C=C2)NC2=C(C=CC=C2)Cl)=O)C=CC=C1 2,7-bis(2-chloroanilino)fluoren-9-one